BrCC\C=C\CCCC(OCC)OCC (3E)-1-bromo-8,8-diethoxy-3-octene